(4-Bromobutoxy)-2-(1H-pyrazol-5-yl)-1-naphthacenecarbonitrile BrCCCCOC=1C(=C(C2=CC3=CC4=CC=CC=C4C=C3C=C2C1)C#N)C1=CC=NN1